5-(cyanomethyl)-5,6-dihydropyrazine-1,2(4H)-dicarboxylic acid 1-(tert-butyl) 2-methyl ester COC(=O)C=1N(CC(NC1)CC#N)C(=O)OC(C)(C)C